NC1=CC=CC(=N1)C1=NC(=NC(=N1)NC=1C=NC=C(C1)F)NC(C)C (6-Amino-pyridin-2-yl)-N-(5-fluoro-pyridin-3-yl)-N'-isopropyl-[1,3,5]triazine-2,4-diamine